[4-(3-chloro-4-cyano-phenoxy)cyclohexyl]-6-(4-formyl-1-piperidyl)pyridazine-3-carboxamide ClC=1C=C(OC2CCC(CC2)C2=C(N=NC(=C2)N2CCC(CC2)C=O)C(=O)N)C=CC1C#N